3-(3-bromophenyl)-1-isopropyl-1H-pyrazole-4-carbaldehyde BrC=1C=C(C=CC1)C1=NN(C=C1C=O)C(C)C